ClC1=C(C=CC=C1NC1=CC(=CC=C1)N1C(CCC1)=O)[C@@]1(CC(N(C(N1)=N)C1CCOCC1)=O)C (6S)-6-{2-Chloro-3-[3-(2-oxo-pyrrolidin-1-yl)anilino]phenyl}-2-imino-6-methyl-3-(tetrahydro-pyran-4-yl)hexahydropyrimidin-4-one